ClC=1C=C(COC2=CC=C(C=C2)[C@H]2[C@@H](C2)NCC(=O)N2CCN(CC2)C)C=CC1 2-((trans)-2-(4-(3-chlorobenzyloxy)phenyl)cyclopropylamino)-1-(4-methylpiperazin-1-yl)ethanone